benzyl tert-butyl ((1R,2S,4R)-2-fluorocyclohexane-1,4-diyl)dicarbamate F[C@@H]1[C@@H](CC[C@H](C1)NC(OC(C)(C)C)=O)NC(OCC1=CC=CC=C1)=O